(S)-1-[4-(trifluoromethyl)phenyl]ethylamine FC(C1=CC=C(C=C1)[C@H](C)N)(F)F